cis-trismethoxyResveratrol COC1=CC=C(C=C1)/C=C\C2=CC(=CC(=C2)OC)OC